Dimethylsilylbis(2-methyl-4-phenylindenyl)zirconium C[SiH](C)[Zr](C1C(=CC2=C(C=CC=C12)C1=CC=CC=C1)C)C1C(=CC2=C(C=CC=C12)C1=CC=CC=C1)C